6-fluoro-N-(1-(2-(methyl(2-phenoxyethyl)amino)-2-oxoethyl)-1H-pyrazol-4-yl)-3,4-dihydro-2H-benzo[b][1,4]oxazine-2-carboxamide FC1=CC2=C(OC(CN2)C(=O)NC=2C=NN(C2)CC(=O)N(CCOC2=CC=CC=C2)C)C=C1